tert-butyl ((3-(2-(4,4-difluoroazepan-1-yl)-4-methyl-5-phenylnicotinamido)phenyl)(methyl)(oxo)-λ6-sulfaneylidene)carbamate FC1(CCN(CCC1)C1=C(C(=O)NC=2C=C(C=CC2)S(=O)(C)=NC(OC(C)(C)C)=O)C(=C(C=N1)C1=CC=CC=C1)C)F